CC=1N=C(C2=C(N1)OC=C2C(=O)NC(C)(C#C)C)NC2(CC2)C methyl-N-(2-methylbut-3-yn-2-yl)-4-[(1-methylcyclopropyl)amino]furo[2,3-d]pyrimidine-5-carboxamide